3,4-dihydroxycyclobut-3-ene-1,2-dione OC=1C(C(C1O)=O)=O